6-(2,2,2-trifluoro-N-((1R,2S)-2-((E)-1-phenylbut-1-en-2-yl)cyclopropyl)acetamido)-2-azaspiro[3.3]heptane-2-carboxylic acid tert-butyl ester C(C)(C)(C)OC(=O)N1CC2(C1)CC(C2)N(C(C(F)(F)F)=O)[C@H]2[C@@H](C2)/C(=C/C2=CC=CC=C2)/CC